CCCOC1=NN(C(=O)N1C)C(=O)[N-]S(=O)(=O)C2=CC=CC=C2C(=O)OC.[Na+] Propoxycarbazone sodium salt